{[5-(hydroxymethyl)-2-(2-methylbiphenyl-3-yl)-1,3-benzoxazol-6-yl]oxy}acetonitrile OCC=1C(=CC2=C(N=C(O2)C=2C(=C(C=CC2)C2=CC=CC=C2)C)C1)OCC#N